NC=1C=CC(=C(C1)NS(=O)(=O)C)C N-(5-amino-2-methylphenyl)methanesulfonamide